ClC=1N=C2CCCN(C2=CC1)C1=NN(C2=NC(=CN=C21)N2CCC1([C@@H]([C@@H](OC1)C)NC(OC(C)(C)C)=O)CC2)C2OCCCC2 tert-butyl N-[(3S,4S)-8-[3-(6-chloro-1,2,3,4-tetrahydro-1,5-naphthyridin-1-yl)-1-(oxan-2-yl)-1H-pyrazolo[3,4-b]pyrazin-6-yl]-3-methyl-2-oxa-8-azaspiro[4.5]decan-4-yl]carbamate